CC(C)C1=CC=C(C=C1)COC(=O)C2=CC=CC=C2O Isopropylbenzyl Salicylate